CC1S(OCCCC1)(=O)=O 3-methyloxathiepane 2,2-dioxide